C(C1=CC=CC=C1)ON1C(C=CC=C1CN1CCN(CCN(CCNCC1)CC=1N(C(C=CC1)=O)OCC1=CC=CC=C1)CC=1N(C(C=CC1)=O)OCC1=CC=CC=C1)=O 1-(Benzyloxy)-6-{[4,7-bis({[1-(benzyloxy)-6-oxo-1,6-dihydropyridin-2-yl]methyl})-1,4,7,10-tetraazacyclododecan-1-yl]methyl}-1,2-dihydropyridin-2-one